ClC1=CC=C(C(=O)C2=CC=C(OC(C(=O)OC(C)C)(C)C)C=C2)C=C1 isopropyl 2-(4-(4-chlorobenzoyl) phenoxy)-2-methylpropionate